tert-butyl 4-bromo-6-hydroxyisoindoline-2-carboxylate BrC1=C2CN(CC2=CC(=C1)O)C(=O)OC(C)(C)C